1-(tetrahydro-2H-pyran-4-yl)-8-(4,4,5,5-tetramethyl-1,3,2-dioxaborolan-2-yl)-[1,2,4]triazolo[4,3-a]quinoxaline O1CCC(CC1)C1=NN=C2N1C1=CC(=CC=C1N=C2)B2OC(C(O2)(C)C)(C)C